(2R,4R)-6-chloro-N-(3-{4-[3-fluoro-4-(trifluoromethoxy)phenyl]-1H-pyrazol-1-yl}bicyclo[1.1.1]pent-1-yl)-4-hydroxy-3,4-dihydro-2H-1-benzopyran-2-carboxamide ClC=1C=CC2=C([C@@H](C[C@@H](O2)C(=O)NC23CC(C2)(C3)N3N=CC(=C3)C3=CC(=C(C=C3)OC(F)(F)F)F)O)C1